FC1=NC(=CC=C1N1CCN(CC1)CC=1C=C2NC(C=3N(C2=C(C1)F)C=NC3)=O)C(NC)=O 7-((4-(2-fluoro-6-(methylcarbamoyl)pyridin-3-yl)piperazin-1-yl)methyl)-9-fluoroimidazo[1,5-a]quinoxalin-4(5H)-one